[Fe](Cl)(Cl)Cl.C12=CC=C(N1)C=C1C=CC(=N1)C=C1C=CC(N1)=CC=1C=CC(N1)=C2 23h-porphine iron (III) chloride